C(CCCCCCC(=O)OCCC#CCCCC)(=O)OCC(COC(CCC(OCCCC\C=C/CC)OCCCC\C=C/CC)=O)COC(=O)OCC1CN(CCC1)CC 1-(3-((4,4-bis(((Z)-oct-5-en-1-yl)oxy)butanoyl)oxy)-2-(((((1-ethylpiperidin-3-yl)methoxy)carbonyl)oxy)methyl)propyl) 8-(oct-3-yn-1-yl) octanedioate